CC1=C(C=CC=C1[N+](=O)[O-])[N+](=O)[O-] methyl-2,6-dinitro-benzene